C(C)C1=NN=C2N1C1=CC=C(C(=C1C(=N2)NC2=CC(=CC(=C2)I)F)F)F ethyl-6,7-difluoro-N-(3-fluoro-5-iodo-phenyl)-[1,2,4]triazolo[4,3-a]quinazolin-5-amine